3,5-DIBROMO-1-[3-(TRIFLUOROMETHYL)PHENYL]-1H-PYRAZOLE-4-CARBOXALDEHYDE BrC1=NN(C(=C1C=O)Br)C1=CC(=CC=C1)C(F)(F)F